6-(hydroxymethyl)-10,14-dimethylpentadec-5,9,13-trien-2-one OCC(=CCCC(C)=O)CCC=C(CCC=C(C)C)C